(R)-3-((3-chloropyridin-2-yl)amino)pyrrolidine-1-carboxylic acid tert-butyl ester C(C)(C)(C)OC(=O)N1C[C@@H](CC1)NC1=NC=CC=C1Cl